3-(4-(((1h-indazol-5-yl)amino)quinazolin-2-yl)phenyl)-aza-cyclopropylacrylamide N1N=CC2=CC(=CC=C12)NC1=NC(=NC2=CC=CC=C12)C1=CC=C(C=C1)C1CN1C(C(=O)N)=C